tert-Butyl (2-(3-(benzo[d]thiazol-2-yl)-2-(3-(N-(sec-butyl)acetamido)propanamido)-4,7-dihydrothieno[2,3-c]pyridin-6(5H)-yl)ethyl)carbamate S1C(=NC2=C1C=CC=C2)C2=C(SC=1CN(CCC12)CCNC(OC(C)(C)C)=O)NC(CCN(C(C)=O)C(C)CC)=O